NC1=CC=C(N=N1)C(C)=O 1-(6-aminopyridazin-3-yl)ethanone